(4-[hydroxy(methyl)phosphono])DL-homoalanine OOP(=O)(OC)CC[C@H](N)C(=O)O |r|